1-(4-Fluorophenyl)-2-(6a,7,9,10-Tetrahydropyrazino[1,2-a]Thieno[4,3,2-De]Quinolin-8(6H)-Yl)Ethan-1-One FC1=CC=C(C=C1)C(CN1CC2N(C=3C=CC=C4C3C(C2)=CS4)CC1)=O